[Na].OCCNCCS(=O)(=O)O N-(2-hydroxyethyl)-2-aminoethyl-sulfonic acid sodium